Lithium deuteride hydride [H-].[2H-].[Li+]